[Na].[Na].FC1(CC(C1)N1N=CC=2C1=NC(=CN2)NC(C2=C(C=C(C=C2)NS(=O)(=O)CCO)N2CCC1(CC1)CC2)=O)F N-(1-(3,3-difluorocyclobutyl)-1H-pyrazolo[3,4-b]pyrazin-6-yl)-4-((2-hydroxyethyl)sulfonylamino)-2-(6-azaspiro[2.5]oct-6-yl)benzamide disodium salt